2-(6-(trifluoromethyl)pyridazin-3-yl)-2,8-diazaspiro[4.5]decane hydrochloride Cl.FC(C1=CC=C(N=N1)N1CC2(CC1)CCNCC2)(F)F